N-((1S,2R)-2-hydroxy-2,3-dihydro-1H-inden-1-yl)-2-(4-(methylcarbamoyl)phenyl)benzo[d]imidazo[2,1-b]thiazole-7-carboxamide hemiformate C(=O)O.O[C@H]1[C@H](C2=CC=CC=C2C1)NC(=O)C1=CC2=C(N3C(S2)=NC(=C3)C3=CC=C(C=C3)C(NC)=O)C=C1.O[C@H]1[C@H](C3=CC=CC=C3C1)NC(=O)C1=CC3=C(N2C(S3)=NC(=C2)C2=CC=C(C=C2)C(NC)=O)C=C1